{3-[N,N-bis(t-butyldimethylsilyl)amino]propyl}methyldimethoxysilane [Si](C)(C)(C(C)(C)C)N([Si](C)(C)C(C)(C)C)CCC[Si](OC)(OC)C